4-(((5aR,5bS,7aS,8S,10aS,10bR)-8-(butyryloxy)-5a,7a-dimethyl-5,5a,5b,6,7,7a,8,9,10,10a,10b,11-dodecahydro-4H-cyclopenta[7,8]phenanthro[2,1-d]thiazol-2-yl)amino)benzoic acid C(CCC)(=O)O[C@H]1CC[C@@H]2[C@@]1(CC[C@@H]1[C@]3(CCC=4N=C(SC4C3=CC[C@@H]21)NC2=CC=C(C(=O)O)C=C2)C)C